Cl.BrC=1C=C(CNC(=N)N)C=CC1F 1-(3-bromo-4-fluorobenzyl)guanidine hydrochloride